2-trans-1-amino-4-chloro-2,3-dihydro-1H-indene-2-carboxylic acid NC1C(CC2=C(C=CC=C12)Cl)C(=O)O